COC1=C(C=C(C=C1)[C@@H]1CC[C@H](CC1)CN(C(=O)C1CC(C(CC1)C(=O)N)C)C1=CC(=CC=C1)C1=CN=C(S1)OC)C trans-N1-((trans-4-(4-Methoxy-3-methylphenyl)cyclohexyl)methyl)-N1-(3-(2-methoxythiazol-5-yl)phenyl)-M-methylcyclohexane-1,4-dicarboxamide